N1CCCCC1.[Li] lithium piperidine salt